FC(C1CCC(CC1)C=O)(F)F 4-(trifluoromethyl)cyclohexane-1-carbaldehyde